FC1=C(C(=C(C=C1F)F)F)BC1=C(C(=CC(=C1F)F)F)F bis(2,3,5,6-tetrafluorophenyl)borane